4-ethylamino-1,2-benzoquinone C(C)NC1=CC(C(C=C1)=O)=O